(S)-N-(5-Chloro-2-fluorophenyl)-N-methyl-3-(6-methyl-4-(trifluoromethyl)pyridin-2-yl)-2-oxooxazolidine-4-carboxamide ClC=1C=CC(=C(C1)N(C(=O)[C@H]1N(C(OC1)=O)C1=NC(=CC(=C1)C(F)(F)F)C)C)F